C1(CC1)C1=NN=C(O1)CCN (5-cyclopropyl-1,3,4-oxadiazol-2-yl)ethylamine